C(C)(C)(C)OC(=O)N[C@H](C(=O)OC(C)(C)C)CCS(=O)(=N)CCC(C(F)(F)F)(C1=CC=CC=C1)O (2s)-tert-butyl 2-((tert-butoxycarbonyl)amino)-4-(4,4,4-trifluoro-3-hydroxy-3-phenylbutylsulfonimidoyl)butanoate